3-[2-(4-Nitro-phenyl)-2-oxoethyl]-1-methylimidazole [N+](=O)([O-])C1=CC=C(C=C1)C(CN1CN(C=C1)C)=O